CC=1C=C2C=C3N(C2=CC1)C[C@@](CC3)(NC(=O)C3=CC=C(C=C3)N3C=NN=C3)C3=CC=CC=C3 (7S)-2-Methyl-7-phenyl-7-({[4-(4H-1,2,4-triazol-4-yl)phenyl]carbonyl}amino)-6,7,8,9-tetrahydropyrido[1,2-a]indol